2-(3-(5-amino-6-(6-oxohexahydropyrrolo[1,2-a]pyrazin-2(1H)-yl)pyrazin-2-yl)-4-methylphenyl)-3,3,3-trifluoro-2-hydroxypropanamide trifluoroacetate FC(C(=O)O)(F)F.NC=1N=CC(=NC1N1CC2N(CC1)C(CC2)=O)C=2C=C(C=CC2C)C(C(=O)N)(C(F)(F)F)O